2-[2,4-Bis(trifluoromethyl)phenyl]-N-{[5-(5-chloropyrazin-2-yl)-1,3,4-oxadiazol-2-yl]methyl}-N-(4-fluorophenyl)acetamide FC(C1=C(C=CC(=C1)C(F)(F)F)CC(=O)N(C1=CC=C(C=C1)F)CC=1OC(=NN1)C1=NC=C(N=C1)Cl)(F)F